ClC1=C(C=CC=C1)C1(N=C(C=N1)C1=CC=CC=C1)C1=CC=CC=C1 2-(2-chlorophenyl)-2,5-diphenylimidazole